(2-(benzo[c][1,2,5]oxadiazol-5-ylmethoxy)-4-((2-fluoro-[1,1'-biphenyl]-3-yl)methoxy)-5-nitrobenzyl)-D-serine ethyl ester hydrochloride Cl.C(C)OC([C@H](NCC1=C(C=C(C(=C1)[N+](=O)[O-])OCC=1C(=C(C=CC1)C1=CC=CC=C1)F)OCC1=CC=2C(=NON2)C=C1)CO)=O